(S)-6-(1-amino-1,3-dihydrospiro[indene-2,4'-piperidin]-1'-yl)-3-(1-(3-(2-methyl-2H-1,2,3-triazol-4-yl)phenyl)cyclopropyl)-1,5-dihydro-4H-pyrazolo[3,4-d]pyrimidin-4-one N[C@@H]1C2=CC=CC=C2CC12CCN(CC2)C=2NC(C1=C(N2)NN=C1C1(CC1)C1=CC(=CC=C1)C1=NN(N=C1)C)=O